trimethyl-2,3-dioleoyloxypropyl-ammonium C[N+](CC(COC(CCCCCCC\C=C/CCCCCCCC)=O)OC(CCCCCCC\C=C/CCCCCCCC)=O)(C)C